C(C)(C)(C)OC(=O)N1CCC(CC1)N(C)CCCC(=O)OCC 4-((4-ethoxy-4-oxobutyl)(methyl)amino)piperidine-1-carboxylic acid tert-butyl ester